ClC1=CC(=C(COC2=NC=3CN(CCC3C=C2C(C)C)CC2=NC3=C(N2C[C@H]2OCC2)C=C(C=C3)C(=O)O)C=C1)F (S)-2-((2-((4-chloro-2-fluorobenzyl)oxy)-3-isopropyl-5,8-dihydro-1,7-naphthyridin-7(6H)-yl)methyl)-1-(oxetan-2-ylmethyl)-1H-benzo[d]imidazole-6-carboxylic acid